NC1=C2N=CN(C2=NC(=N1)F)[C@H]1C[C@H]([C@@](O1)(C#C)COC(C1=CC=CC=C1)=O)C1=CC=CCC1C(=O)[O-] (2R,3S,5R)-5-(6-amino-2-fluoro-9H-purin-9-yl)-2-((benzoyloxy) methyl)-2-ethynyltetrahydrofuran-3-benzoate